C(CCCCC)OC(=O)C1=C(N=C(S1)NC(CCNC(C1=CC(=CC=C1)C1=NOC(=N1)C)=O)=O)C Hexyl-4-methyl-2-(3-(3-(5-methyl-1,2,4-oxadiazol-3-yl)benzamido)propanamido)thiazole-5-carboxylate